2-ethyl-4-oxobutanoate C(C)C(C(=O)[O-])CC=O